NCCOC1=CC=C(C(=O)NCCCO)C=C1 4-(2-aminoethoxy)-N-(3-hydroxypropyl)benzamide